F[C@@H](C)[C@@H]1NC(OC1)=O (4R)-4-[(1S)-1-fluoroethyl]oxazolidin-2-one